N[C@@H]1[C@H](CCC1)OCC1=CC=C(C=C1)C=1C=C2C(CN(C2=CC1)C1CCN(CC1)CCO)(C)C 2-(4-{5-[4-({[(1S,2S)-2-aminocyclopentyl]oxy}methyl)phenyl]-3,3-dimethyl-2,3-dihydro-1H-indol-1-yl}piperidin-1-yl)ethan-1-ol